1-(Methyl(m-tolyl)carbamoyl)octahydro-2H-isoindole-2-carboxylic acid tert-butyl ester C(C)(C)(C)OC(=O)N1C(C2CCCCC2C1)C(N(C=1C=C(C=CC1)C)C)=O